OCC=1C=CC(=C(C(=O)OC(C)(C)C)C1)OC tert-Butyl 5-(hydroxymethyl)-2-methoxybenzoate